(S)-(5-bromo-2-(3-(3-chloropyridin-2-yloxy)pyrrolidin-1-yl)phenyl)methanol BrC=1C=CC(=C(C1)CO)N1C[C@H](CC1)OC1=NC=CC=C1Cl